C(C)(C)(C)OC(=O)NC(C(=O)[O-])CI 2-[(tert-butoxycarbonyl)amino]-3-iodopropanoate